FC(OC1=NC=C(C(=C1)C1=NN(C2=C1C=NC(=C2)C(=O)NC2(CS(C2)(=O)=O)C)[C@H](C)C(C)(C)O)F)F (R)-3-(2-(difluoromethoxy)-5-fluoropyridin-4-yl)-1-(3-hydroxy-3-methylbutan-2-yl)-N-(3-methyl-1,1-dioxidothietan-3-yl)-1H-pyrazolo[4,3-c]pyridine-6-carboxamide